C(C)(C)(C)OC(=O)N1CC(C1)N1C(C2N(C(C1)=O)CCC(C2)C2=C(C(=CC=C2OC)Cl)Cl)=O 3-[8-(2,3-dichloro-6-methoxyphenyl)-1,4-dioxo-octahydro-1H-pyrido[1,2-a]pyrazin-2-yl]azetidine-1-carboxylic acid tert-butyl ester